N1CC(C1)N1N=NN=C1CN1N=C(C(=C1)NC(=O)C=1C=NN2C1N=CC=C2)C2=C(C=CC(=C2)OC(F)F)OC(F)F N-(1-((1-(azetidin-3-yl)-1H-tetrazol-5-yl)methyl)-3-(2,5-bis(difluoromethoxy)phenyl)-1H-pyrazol-4-yl)pyrazolo[1,5-a]pyrimidine-3-carboxamide